C(CCC)N1CCCC2=CC=CC=C12 N-butyl-1,2,3,4-tetrahydroquinoline